4-{[5-(3-methyl-4-oxo-3,4-dihydroquinazolin-6-yl)-3-(4-methylphenyl)-1H-pyrazol-1-yl]methyl}benzamide CN1C=NC2=CC=C(C=C2C1=O)C1=CC(=NN1CC1=CC=C(C(=O)N)C=C1)C1=CC=C(C=C1)C